C(#N)CCC1OCC2(CO1)COC(OC2)CCC#N 3,9-bis(2-cyanoethyl)-2,4,8,10-tetraoxaspiro[5.5]undecane